2-[[(1R)-1-(2-Ethylsulfanyl-3,6-dimethyl-4-oxo-chromen-8-yl)ethyl]amino]-4-fluoro-benzonitrile C(C)SC=1OC2=C(C=C(C=C2C(C1C)=O)C)[C@@H](C)NC1=C(C#N)C=CC(=C1)F